1-amino-4-[(2-methoxyphenyl)amino]anthraquinone NC1=CC=C(C=2C(C3=CC=CC=C3C(C12)=O)=O)NC1=C(C=CC=C1)OC